6-[(7S)-2-[3-(4-{2H,3H-[1,4]Dioxino[2,3-c]pyridin-5-yl}phenyl)-1H-pyrrolo[2,3-b]pyridin-5-yl]-6,7,8,9-tetrahydro-5H-benzo[7]annulen-7-yl]-3-oxa-6-azabicyclo[3.1.1]heptane O1CCOC=2C(=NC=CC21)C2=CC=C(C=C2)C2=CNC1=NC=C(C=C12)C=1C=CC2=C(CC[C@H](CC2)N2C3COCC2C3)C1